C12COCC2CC1 3-oxabicyclo[3.2.0]heptane